4-(5-((2-(3,3-Dimethylbutyl)-2,9-diazaspiro[5.5]undecan-9-yl)sulfonyl)pyridin-2-yl)morpholine CC(CCN1CC2(CCC1)CCN(CC2)S(=O)(=O)C=2C=CC(=NC2)N2CCOCC2)(C)C